C(C)N(C=1C=2C3=C(C(N(C3=CC1)CC)=O)C=CC2)CC 6-(diethylamino)-1-ethylbenzo[cd]indol-2(1H)-one